N1(CCOCC1)C1=CC=C(C=O)C=C1 p-morpholinyl-benzaldehyde